C(CCCCCC(C)(C)C)(=O)[O-].[Bi+3].C(CCCCCC(C)(C)C)(=O)[O-].C(CCCCCC(C)(C)C)(=O)[O-] bismuth neodecanoate salt